BrC1=CC=CC(=N1)C1=NN=C2N1C1=C(CCC2)C=CC=C1 1-(6-bromopyridin-2-yl)-5,6-dihydro-4H-benzo[f][1,2,4]Triazolo[4,3-a]azepine